(2R)-N-[2-(1-benzylpiperidin-4-yl)ethyl]-4-(2,2-difluoro-2H-1,3-benzodioxol-5-yl)-2-methylpiperazine-1-carboxamide C(C1=CC=CC=C1)N1CCC(CC1)CCNC(=O)N1[C@@H](CN(CC1)C1=CC2=C(OC(O2)(F)F)C=C1)C